N-(4-chloro-3-(7-chloro-1,6-naphthyridin-3-yl)-2-fluorophenyl)-4-(2-cyanoprop-2-yl)pyridineamide ClC1=C(C(=C(C=C1)NC(=O)C1=NC=CC(=C1)C(C)(C)C#N)F)C=1C=NC2=CC(=NC=C2C1)Cl